4-[(1H-indazole-5-yl)amino]quinazoline N1N=CC2=CC(=CC=C12)NC1=NC=NC2=CC=CC=C12